(R)-2-(2-fluoro-4-(5-oxopyrrolidin-2-yl)phenyl)benzo[d]imidazo[2,1-b]thiazole-7-carboxylic acid ethyl ester C(C)OC(=O)C1=CC2=C(N3C(S2)=NC(=C3)C3=C(C=C(C=C3)[C@@H]3NC(CC3)=O)F)C=C1